(2R)-2-[[(2S)-2-amino-3-methoxy-3-oxopropoxy]methyl]pyrrolidine-1-carboxylic acid tert-butyl ester C(C)(C)(C)OC(=O)N1[C@H](CCC1)COC[C@@H](C(=O)OC)N